3-ethynylbenzoate C(#C)C=1C=C(C(=O)[O-])C=CC1